C(#C)CNCC(=O)O N-(Ethynylmethyl)glycin